COC=1C=C(C=C(C1OC)[Se]C)C(\C(=C\C1=CC(=C(C=C1)OC)F)\C)=O (E)-1-(3,4-dimethoxy-5-(methylseleno)phenyl)-3-(3-fluoro-4-methoxyphenyl)-2-methylpropan-2-en-1-one